Cl.NC1CN(CCC1)C(=O)C1=CC2=C(N(C(=N2)C2=CC3=C(N(N=C3)CC3=CC=C(C=C3)OC)N2CC2CC2)C)C(=C1)OC (3-Aminopiperidin-1-yl)(2-(6-(cyclopropylmethyl)-1-(4-methoxybenzyl)-1,6-dihydropyrrolo[2,3-c]pyrazol-5-yl)-7-methoxy-1-methyl-1H-benzo[d]imidazol-5-yl)methanone hydrochloride